C[C@H]1[C@@H](C[C@H]([C@@H](O1)O[C@H](C)CCCC(=O)O)O)O The molecule is an (omega-1)-hydroxy fatty acid ascaroside obtained by formal condensation of the alcoholic hydroxy group of (5R)-5-hydroxyhexanoic acid with ascarylopyranose (the alpha anomer). It is a metabolite of the nematodes Caenorhabditis elegans and Pristionchus pacificus. It has a role as a Caenorhabditis elegans metabolite. It is a monocarboxylic acid and an (omega-1)-hydroxy fatty acid ascaroside. It derives from a (5R)-5-hydroxyhexanoic acid. It is a conjugate acid of an ascr#12(1-).